6-(3-amino-6-(3-((dimethylamino)methyl)-4-morpholinophenyl)-5-fluoropyrazin-2-yl)-4-chloroisoquinolin-1(2H)-one NC=1C(=NC(=C(N1)F)C1=CC(=C(C=C1)N1CCOCC1)CN(C)C)C=1C=C2C(=CNC(C2=CC1)=O)Cl